5-(8-fluoro-2-methylimidazo[1,2-a]pyridin-6-yl)-N-(3-(4-methylpiperazin-1-yl)phenyl)-7H-pyrrolo[2,3-d]pyrimidin-2-amine FC=1C=2N(C=C(C1)C1=CNC=3N=C(N=CC31)NC3=CC(=CC=C3)N3CCN(CC3)C)C=C(N2)C